CS(=O)C1=CC=C(C=C1)C1=CC=C(C=C1)COC1=C(N=NN1)C(=O)O 5-((4'-(methylsulfinyl)-[1,1'-biphenyl]-4-yl)methoxy)-1H-1,2,3-triazole-4-carboxylic acid